FC=1C=C2C(=CC1)NC(C21CCN(CC1)CCOC1=CC2=C(N(C(=N2)C)C2CN(C2)S(=O)(=O)C)C(=C1)C(F)(F)F)=O 5-fluoro-1'-{2-[1-(1-mesyl-3-azetidinyl)-2-methyl-7-(trifluoromethyl)-1H-1,3-benzimidazol-5-yloxy]ethyl}spiro[indoline-3,4'-piperidin]-2-one